(S)-(4-(7-methylbenzo[d]thiazol-2-yl)-6,7-dihydro-1H-imidazo[4,5-c]pyridin-5(4H)-yl)(oxazol-5-yl)methanone CC1=CC=CC=2N=C(SC21)[C@H]2N(CCC1=C2N=CN1)C(=O)C1=CN=CO1